ClC1=C(C=O)C=C(C(=C1)C1CCNCC1)O 2-chloro-5-hydroxy-4-(piperidin-4-yl)benzaldehyde